CP(=O)(C)C1=C(C=CC=C1)NC=1C2=C(N=C(N1)NC=1C=NN(C1)C1CCN(CC1)C(C)=O)SC=C2C 1-(4-(4-((4-((2-(dimethylphosphoryl)phenyl)amino)-5-methylthieno[2,3-d]pyrimidin-2-yl)amino)-1H-pyrazol-1-yl)piperidin-1-yl)ethan-1-one